(S)-(6-(3-(2-(dimethylamino)ethyl)-5-methoxy-1H-indol-1-yl)-6-oxohexane-1,5-diyl)dicarbamic acid di-tert-butyl ester C(C)(C)(C)OC(NCCCC[C@@H](C(=O)N1C=C(C2=CC(=CC=C12)OC)CCN(C)C)NC(OC(C)(C)C)=O)=O